C(C1=CC=CC=C1)OC1CC(C1)C(=O)O 3-(benzyl-oxy)cyclobutane-1-carboxylic acid